O=C1NCC2=CC(=CC=C12)C(=O)N1CC2(C1)CC(C2)C2=CC=C(C=C2)C 1-oxo-5-(6-(p-tolyl)-2-azaspiro[3.3]heptane-2-carbonyl)isoindolin